COC=1C=C(CCN2C(=NC3=CC=CC=C3C2=O)CCN2C(C3=CC=CC=C3C2=O)=O)C=CC1OC 2-(2-(3-(3,4-dimethoxyphenethyl)-4-oxo-3,4-dihydroquinazolin-2-yl)ethyl)isoindoline-1,3-dione